N-((4-fluoro-1H-indol-7-yl)methyl)-3-(pyridazin-3-yl)pyridin-2-amine FC1=C2C=CNC2=C(C=C1)CNC1=NC=CC=C1C=1N=NC=CC1